N(=[N+]=[N-])CC1=CC=C(C[C@H](N)C(=O)O)C=C1 p-azidomethylphenylalanine